ClC1=CC(=C(N)C=C1)C1=NC=NC(=C1)OC 4-chloro-2-(6-methoxypyrimidin-4-yl)aniline